NCCC1=CN=C2N1C=C(C=C2)C2=C(OCCC=1C(=NN(C1C)C)C(C)O)C=C(C=C2)F 1-(4-(2-(2-(3-(2-aminoethyl)imidazo[1,2-a]pyridin-6-yl)-5-fluorophenoxy)ethyl)-1,5-dimethyl-1H-pyrazol-3-yl)ethan-1-ol